ClC=1C=C(C=NC1N1N=CC=N1)NC(=O)C=1C=NN(C1C(F)(F)F)C1=C2C(=C(N=C1)C(=O)N)SC=C2 4-(4-((5-chloro-6-(2H-1,2,3-triazol-2-yl)pyridin-3-yl)carbamoyl)-5-(trifluoromethyl)-1H-pyrazol-1-yl)thieno[2,3-c]pyridine-7-carboxamide